2-methylamino-5-tert-butyl-1,3,4-thiadiazole CNC=1SC(=NN1)C(C)(C)C